2,5-dihexylbenzenesulfonic acid C(CCCCC)C1=C(C=C(C=C1)CCCCCC)S(=O)(=O)O